N1CCNCCNC(CC1=O)=O 1,4,7-triazacyclodecane-8,10-dione